C(CCCCCCCCC\C=C\CCCC)O (11E)-11-Hexadecen-1-ol